1-(5-(5-cyano-3H-spiro[isobenzofuran-1,4'-piperidin]-1'-ylcarbonyl)-2-methylphenyl)-3-(2-methoxyethyl)urea C(#N)C=1C=C2COC3(CCN(CC3)C(=O)C=3C=CC(=C(C3)NC(=O)NCCOC)C)C2=CC1